NCCCC=1C=C(C=CC1)O 3-(3-aminopropyl)phenol